((6-nitrobenzotriazolyl)oxy)tris(pyrrolidinyl)phosphonium hexafluorophosphate F[P-](F)(F)(F)(F)F.[N+](=O)([O-])C=1C=C(C2=C(NN=N2)C1)O[P+](N1CCCC1)(N1CCCC1)N1CCCC1